4-(5-ethoxy-2,8-dimethyl-3-(5-methyl-1,3,4-oxadiazole-2-yl)-1,4-dihydro-1,6-naphthyridine-4-yl)-3-methoxybenzonitrile C(C)OC1=C2C(C(=C(NC2=C(C=N1)C)C)C=1OC(=NN1)C)C1=C(C=C(C#N)C=C1)OC